FC(OC[C@H]1N(C[C@H](CC1)OC1=CC=C(C=C1)C(F)(F)F)C(=O)OC(C)(C)C)(F)F tert-butyl (2S,5S)-(2-((trifluoromethoxy) methyl)-5-(4-(trifluoromethyl) phenoxy) piperidin-1-yl)carboxylate